cycloundecane-3-one C1CC(CCCCCCCC1)=O